(3-((5-bromo-2-((1-methyl-1H-pyrazol-4-yl) amino) pyrimidin-4-yl) oxy) phenyl) carbamate C(N)(OC1=CC(=CC=C1)OC1=NC(=NC=C1Br)NC=1C=NN(C1)C)=O